4-{2-[5-fluoro-2-(4-methoxynaphthalene-1-sulfonamido)phenyl]ethynyl}benzoic acid FC=1C=CC(=C(C1)C#CC1=CC=C(C(=O)O)C=C1)NS(=O)(=O)C1=CC=C(C2=CC=CC=C12)OC